N-[2-[[2-chloro-5-(3,3-diethoxyprop-1-ynyl)pyrimidin-4-yl]amino]ethyl]carbamic acid tert-butyl ester C(C)(C)(C)OC(NCCNC1=NC(=NC=C1C#CC(OCC)OCC)Cl)=O